Cl.N1C=NC(=C1)C1=C2CCO[C@@H](C2=CC=C1)CNC |o1:11| rel-(S)-1-(5-(1H-imidazol-4-yl)isochroman-1-yl)-N-methylmethanamine hydrochloride salt